7-fluoro-4-((6-methyl-4-(trifluoromethyl)pyridin-2-yl)-L-prolyl)-3,4-dihydro-2H-benzo[b][1,4]oxazine FC=1C=CC2=C(OCCN2C([C@H]2N(CCC2)C2=NC(=CC(=C2)C(F)(F)F)C)=O)C1